methyl-2-methyl-6-tert-butylphenol CC=1C(=C(C(=CC1)C(C)(C)C)O)C